BrC1=CC=2N(C=C1)C=C(N2)C(=O)O 7-Bromoimidazo[1,2-a]pyridine-2-carboxylic acid